C(C)(C)(C)OC(=O)NC=1SC2=C(N1)C(=CC=C2F)C2=C1C=CN3C1=C(C=C2F)C(N2[C@@H](CC3)CN(CC2)C(=O)[O-])=O (8aS)-3-(2-((tert-butoxycarbonyl)amino)-7-fluorobenzo[d]thiazol-4-yl)-2-fluoro-14-oxo-7,8,8a,9,11,12-hexahydro-10H,14H-pyrazino[1',2':5,6][1,5]diazocino[3,2,1-hi]indole-10-carboxylate